CC1=C(C(=CC=C1)C)C1=CC(OC2=NC(=CC=C21)N2[C@H](CCC2)C(=O)O)=O (4-(2,6-dimethylphenyl)-2-oxo-2H-pyrano[2,3-b]pyridin-7-yl)-D-proline